C(C)(C)(C)N1C[C@H]([C@@H](C1)C1=CC=C(C=C1)Cl)C(=O)N1[C@@H](C[C@@H](C1)N(C(CC)=O)C1CCC(CC1)C)C(=O)OC methyl (2S,4S)-1-((3S,4R)-1-(tert-butyl)-4-(4-chlorophenyl)pyrrolidine-3-carbonyl)-4-(N-((1s,4R)-4-methylcyclohexyl)propionamido)pyrrolidine-2-carboxylate